5-(4-chlorophenyl)-2,3-dimethyl-7-(4-(trifluoromethoxy)phenyl)-1,7-naphthyridin-8(7H)-one ClC1=CC=C(C=C1)C=1C=2C=C(C(=NC2C(N(C1)C1=CC=C(C=C1)OC(F)(F)F)=O)C)C